NC=1C(=CC(=NC1)Cl)OC1=CC=C(C=C1)N1N=CN(C1=O)CC1=C(C=CC=C1F)F 2-(4-((5-amino-2-chloropyridin-4-yl)oxy)phenyl)-4-(2,6-difluorobenzyl)-2,4-dihydro-3H-1,2,4-triazol-3-one